FC=1C(NC=C2C1N=C(N=C2)C)=O 8-fluoro-2-methylpyrido[4,3-d]pyrimidin-7(6H)-one